OCC(C(=O)O)C1=CC=CC=C1 3-hydroxy-2-phenylpropanoic acid